C(#N)C1=NC2=CC(=CC(=C2N=C1N1CCN(CC1)C1=CC(=NO1)C)[C@@H](C)NC1=C(C(=O)O)C=CC=C1)C (R)-2-((1-(2-cyano-7-methyl-3-(4-(3-methylisoxazol-5-yl)piperazin-1-yl)quinoxalin-5-yl)ethyl)amino)benzoic acid